FC=1C=CC=C2C=CCN(C12)[C@H]([C@H](C)C1=C(C(=CC=C1)C)Cl)C |r| 8-fluoro-N-[rac-(1S,2R)-2-(2-chloro-3-methyl-phenyl)-1-methyl-propyl]quinoline